(R)-2-methyl-N-(1-(1-(4,4-difluorocyclohexane-1-carbonyl)-2,3-dihydro-1H-indol-5-yl)ethyl)propane-2-sulfinamide CC(C)(C)[S@@](=O)NC(C)C=1C=C2CCN(C2=CC1)C(=O)C1CCC(CC1)(F)F